C(C)(=O)N1CC(CC1)(OC)C1=CC2=C(N=CN=C2N[C@H](C#C)C2=C(C(=CC=C2)C(F)F)F)N(C1=O)C 6-(1-acetyl-3-methoxypyrrolidin-3-yl)-4-{[(1R)-1-[3-(difluoromethyl)-2-fluorophenyl]prop-2-yn-1-yl]amino}-8-methyl-7H,8H-pyrido[2,3-d]pyrimidin-7-one